[N+](=O)([O-])C1=CC=C(C=C1)S(=O)(=O)N[C@@H]1C[C@H](NC1)C(=O)OC methyl (2S,4R)-4-((4-nitrophenyl)sulfonamido)pyrrolidine-2-carboxylate